3-((R)-2-(2-(cyclobutylamino)-6-methoxyisonicotinamido)-1-hydroxyethyl)-7-hydroxy-3,4-dihydroisoquinoline C1(CCC1)NC=1C=C(C(=O)NC[C@@H](O)C2N=CC3=CC(=CC=C3C2)O)C=C(N1)OC